5-methyl-N-(5-(trans-3-(4-(trifluoromethyl)phenyl)cyclobutoxy)-1H-indol-3-yl)isoxazole-4-carboxamide CC1=C(C=NO1)C(=O)NC1=CNC2=CC=C(C=C12)O[C@@H]1C[C@H](C1)C1=CC=C(C=C1)C(F)(F)F